tert-butyl 4,4-difluoro-3-(5-(2,2,2-trifluoro-1-hydroxyethyl)pyridin-3-yl)piperidine-1-carboxylate FC1(C(CN(CC1)C(=O)OC(C)(C)C)C=1C=NC=C(C1)C(C(F)(F)F)O)F